ClC=1C=CC(=C(C1)C(CC)=O)[N+](=O)[O-] 1-(5-chloro-2-nitrophenyl)propan-1-one